(4-amino-7-bromo-2-(pyridin-2-ylmethyl)-2H-[1,2,3]triazolo[4,5-c]pyridin-6-yl)-2-fluorobenzonitrile NC1=NC(=C(C=2C1=NN(N2)CC2=NC=CC=C2)Br)C=2C(=C(C#N)C=CC2)F